NC=1C=2N(C3=CC(=C(C=C3N1)F)C(=O)N(C)C1CCCC3=CC(=CC=C13)Cl)C=NC2 4-amino-N-(6-chloro-1,2,3,4-tetrahydronaphthalen-1-yl)-7-fluoro-N-methylimidazo[1,5-a]quinoxaline-8-carboxamide